[N+](=O)([O-])C=1C(=NC=NC1Cl)Cl 5-nitryl-4,6-dichloropyrimidine